3-(((2R)-1-(sec-butyl)pyrrolidin-2-yl)methyl)-7-fluoro-5-methoxy-1H-indole C(C)(CC)N1[C@H](CCC1)CC1=CNC2=C(C=C(C=C12)OC)F